4-(5-cyclopropylpyridin-3-yl)-6-(6-(trifluoromethyl)pyridin-2-yl)-N-(2-(trifluoromethyl)pyridin-4-yl)-1,3,5-triazin-2-amine C1(CC1)C=1C=C(C=NC1)C1=NC(=NC(=N1)C1=NC(=CC=C1)C(F)(F)F)NC1=CC(=NC=C1)C(F)(F)F